6-(3-Isopropyl-5-(1-methylazetidin-3-yl)-1H-indol-2-yl)-7,8-dimethyl-[1,2,4]triazolo[4,3-a]pyridin C(C)(C)C1=C(NC2=CC=C(C=C12)C1CN(C1)C)C=1C(=C(C=2N(C1)C=NN2)C)C